tert-butyl N-[2-[4-(4-hydroxyphenyl)piperazin-1-yl]ethyl]-N-methyl-carbamate OC1=CC=C(C=C1)N1CCN(CC1)CCN(C(OC(C)(C)C)=O)C